methyl (2S,5R)-5-(2-(benzyloxy)-2-oxoethyl)-1-(3-methoxy-3-oxopropanoyl)pyrrolidine-2-carboxylate C(C1=CC=CC=C1)OC(C[C@H]1CC[C@H](N1C(CC(=O)OC)=O)C(=O)OC)=O